glycerol hydroxystearate OC(C(=O)OCC(O)CO)CCCCCCCCCCCCCCCC